(4-Chloro-2-methylbenzofuran-7-yl)methanol ClC1=CC=C(C2=C1C=C(O2)C)CO